F[C@@H]1C[C@@]2(CCCN2C1)COC1=NC(=C2N(C=NC2=N1)C1CC(C1)OC)N1C[C@@](CCC1)(O)C (3R)-1-[2-{[(2R,7aS)-2-fluorotetrahydro-1H-pyrrolizin-7a(5H)-yl]methoxy}-7-(3-methoxycyclobutyl)-7H-purin-6-yl]-3-methylpiperidin-3-ol